C(C)(C)(C)OC(=O)N1C(OC[C@@H]1COC1=C(C2=C(C=N1)CC(C2)C=O)Cl)(C)C (4R)-4-[(4-chloro-6-formyl-6,7-dihydro-5H-cyclopenta[c]pyridin-3-yl)oxymethyl]-2,2-dimethyl-1,3-oxazolidine-3-carboxylic acid tert-butyl ester